C(C)(C)(C)N1N=C2N(C(N(CC2=C1)C1CCN(CC1)C1=C(C=CC=C1C)F)=O)CC1=C(C=CC=C1)C(F)(F)F 2-tert-butyl-5-[1-(2-fluoro-6-methyl-phenyl)-piperidin-4-yl]-7-(2-trifluoromethyl-benzyl)-2,4,5,7-tetrahydro-pyrazolo[3,4-d]pyrimidin-6-one